FC1(CCN(CC1)C1=C(C(=O)OC)C(=C(C=N1)I)C)F methyl 2-(4,4-difluoropiperidin-1-yl)-5-iodo-4-methylnicotinate